C(C1=CC=CC=C1)N1N=CC(=C1)C=1C=C2C(=NC1)N(N=C2)COCC[Si](C)(C)C 5-(1-benzyl-1H-pyrazol-4-yl)-1-((2-(trimethylsilyl)ethoxy)methyl)-1H-pyrazolo[3,4-b]pyridine